(3S,4R)-4-azido-3-hydroxy-piperidine-1-carboxylic acid tert-butyl ester C(C)(C)(C)OC(=O)N1C[C@@H]([C@@H](CC1)N=[N+]=[N-])O